(S)-N-(6-cyano-1-cyclobutyl-5-methyl-1H-benzo[d]imidazol-2-yl)-3-(4-fluorophenyl)-3-hydroxybutanamide C(#N)C=1C(=CC2=C(N(C(=N2)NC(C[C@](C)(O)C2=CC=C(C=C2)F)=O)C2CCC2)C1)C